N-(3-bromo-5-(methylsulfonylamino)phenyl)thiophene-2-carboxamide BrC=1C=C(C=C(C1)NS(=O)(=O)C)NC(=O)C=1SC=CC1